N-ethyl-N-[(4-methoxyphenyl)methyl]-3-(1-methylimidazol-4-yl)-4-[[5-(trifluoromethyl)-2-pyridinyl]amino]benzenesulfonamide C(C)N(S(=O)(=O)C1=CC(=C(C=C1)NC1=NC=C(C=C1)C(F)(F)F)C=1N=CN(C1)C)CC1=CC=C(C=C1)OC